6'-[4-oxo-4-({[3-(pyridin-3-yl)phenyl]methyl}amino)butoxy]-2',3'-dihydrospiro[cyclohexane-1,1'-indene]-4-carboxylic acid O=C(CCCOC1=CC=C2CCC3(C2=C1)CCC(CC3)C(=O)O)NCC3=CC(=CC=C3)C=3C=NC=CC3